ClC=1SC(=CN1)C(F)(F)F 2-chloro-5-(trifluoromethyl)thiazole